(S,E)-1-(4-(2-(2-cyano-[1,1'-biphenyl]-3-yl)vinyl)-2-(4-cyanobutoxy)-5-Methylbenzyl)piperidine-2-carboxylic acid C(#N)C1=C(C=CC=C1/C=C/C1=CC(=C(CN2[C@@H](CCCC2)C(=O)O)C=C1C)OCCCCC#N)C1=CC=CC=C1